1-(4-chloro-1'-methyl-1-phenyl-1H,1'H-[3,4'-bipyrazol]-5-yl)-3-((3S,4R)-4-(3,5-difluorophenyl)-1-(2-methoxyethyl)pyrrolidin-3-yl)urea ClC=1C(=NN(C1NC(=O)N[C@@H]1CN(C[C@H]1C1=CC(=CC(=C1)F)F)CCOC)C1=CC=CC=C1)C=1C=NN(C1)C